BrC1=CC=C(C=C1)S(=O)(=O)N[C@H](C(=O)NC=1SC=C(N1)C1=CC=C(C=C1)C#N)CC1=CNC2=CC=CC=C12 (S)-2-(4-bromophenylsulphonamido)-N-(4-(4-cyanophenyl)thiazol-2-yl)-3-(1H-indol-3-yl)propanamide